5-(4-((4-(3-amino-6-(5-fluoro-2-hydroxyphenyl)pyridazin-4-yl)piperazin-1-yl)methyl)-[1,4'-bipiperidinyl]-1'-yl)-2-(2,4-dioxotetrahydropyrimidin-1(2H)-yl)isoindoline-1,3-dione NC=1N=NC(=CC1N1CCN(CC1)CC1CCN(CC1)C1CCN(CC1)C=1C=C2C(N(C(C2=CC1)=O)N1C(NC(CC1)=O)=O)=O)C1=C(C=CC(=C1)F)O